S(=O)(C1=CC=C(C(=O)O)C=C1)C1=CC=C(C(=O)O)C=C1 4,4'-sulfinyl-dibenzoic acid